N-carboxyethyl-N-hydroxyethyl-ethylenediamine C(=O)(O)CCN(CCN)CCO